6-amino-2-{[(1S)-1-phenylethyl]thio}pyrimidin-4-ol NC1=CC(=NC(=N1)S[C@@H](C)C1=CC=CC=C1)O